bis(N,N-dimethylamide) hafnium [Hf+2].C[N-]C.C[N-]C